C1(=CCCC1)C=1C=C(C=2C(CC(OC2C1)OCC)C(=C(C)C)CC)O 7-(Cyclopenten-1-yl)-2-ethoxy-4-(2-methylpent-2-en-3-yl)-3,4-dihydro-2H-chromen-5-ol